OC1=C(C(=CC(=C1CN(C(OCC(C)(C)C)=O)C)CCCCC)O)C1=C(C=CC(=C1)C)C(=C)C neopentyl ((2,6-dihydroxy-5'-methyl-4-pentyl-2'-(prop-1-en-2-yl)-[1,1'-biphenyl]-3-yl)methyl)(methyl)carbamate